ClC=1C=C(C(=NC1OC1=C(C=CC=C1)OC)N1C(C=2CCCCC2C1=O)=O)F 2-[5-chloro-3-fluoro-6-(2-methoxyphenoxy)-2-pyridinyl]-4,5,6,7-tetrahydroisoindole-1,3-dione